O[Si](C)(C)CCCOC(C(=C)C)=O.C(C(=C)C)(=O)OCC[Si](C)(C)O (hydroxydimethylsilyl)ethyl methacrylate (hydroxydimethyl-silyl)propyl-methacrylate